C(C(=C)C)(=O)OCC1(COC1)CC 3-(methacryloyl-oxymethyl)-3-ethyloxetane